P1(=O)(O)O[C@H]2C(=C3C=CC=CC3=CC2(C2=C(C=C(C=C2C(C)C)C(C)C)C(C)C)C2=C(C=C(C=C2C(C)C)C(C)C)C(C)C)C2=C(C=CC3=CC=CC=C23)O1 (S)-3,3-Bis(2,4,6-triisopropylphenyl)-1,1'-binaphthyl-2,2'-diyl hydrogenphosphate